(2R,3R,4S,5R,6R)-2-(hydroxymethyl)-5-methoxy-6-((1-(spiro[2.3]hex-5-yl)-1H-1,2,3-triazol-4-yl)methyl)-4-(4-(2,3,4-trifluorophenyl)-1H-1,2,3-triazol-1-yl)tetrahydro-2H-pyran-3-ol OC[C@H]1O[C@@H]([C@@H]([C@H]([C@H]1O)N1N=NC(=C1)C1=C(C(=C(C=C1)F)F)F)OC)CC=1N=NN(C1)C1CC2(CC2)C1